C(C(C(=O)O)N)SS S-thiocysteine